2-amino-2-[1-(trifluoromethyl)cyclobutyl]acetic acid NC(C(=O)O)C1(CCC1)C(F)(F)F